COC1=C(C(=CC(=C1)[N+](=O)[O-])N)N 3-methoxy-5-nitrobenzene-1,2-diamine